COC(C1CCN(CC1)C1=CC(=C(C=C1)[C@H]1[C@H](CCC2=CC(=CC=C12)O)C1=CC=CC=C1)F)OC (1S,2S)-1-[4-[4-(dimethoxymethyl)-1-piperidyl]-2-fluorophenyl]-2-phenyl-tetralin-6-ol